3α-androstenol C[C@@]12C=CC[C@H]1[C@@H]1CC[C@H]3C[C@H](O)CC[C@]3(C)[C@H]1CC2